2-((2-fluoro-2-methylpropyloxy)carbonyl)benzoic acid FC(COC(=O)C1=C(C(=O)O)C=CC=C1)(C)C